CC1=C(C=C(C=C1)NC(=O)N1CC2(CCC2)CC1)CCC1=NNC(=C1)NC1=NC=CN=C1C N-(4-methyl-3-(2-(5-((3-methylpyrazin-2-yl)amino)-1H-pyrazol-3-yl)ethyl)phenyl)-6-azaspiro[3.4]octane-6-carboxamide